FC(C(=O)O)(F)F.CC1=CC=C2C(=N1)SC(=N2)C2CCNCC2 5-methyl-2-(piperidin-4-yl)thiazolo[5,4-b]pyridine-trifluoroacetate salt